FC(C1=CC=C(O1)CN1C=CC2=CC(=CC=C12)NC(C=C)=O)(F)F N-(1-((5-(trifluoromethyl)furan-2-yl)methyl)-1H-indol-5-yl)acrylamide